tert-Butyl 3-(5-methyl-6-((1-(naphthalen-1-yl)cyclopropyl)carbamoyl)-1H-indol-2-yl)morpholine-4-carboxylate CC=1C=C2C=C(NC2=CC1C(NC1(CC1)C1=CC=CC2=CC=CC=C12)=O)C1N(CCOC1)C(=O)OC(C)(C)C